CC1=C(C(CC=C1)(C)C)C(C=CC)=O 1-(2,6,6-Trimethyl-1,3-cyclohexandienyl)-2-buten-1-one